(S)-5-(3-(1-(5-fluoro-3-methylbenzofuran-2-yl)-2-methylpropyl)ureido)nicotinic acid methyl ester COC(C1=CN=CC(=C1)NC(=O)N[C@@H](C(C)C)C=1OC2=C(C1C)C=C(C=C2)F)=O